3-(3-(4-(aminomethyl)phenyl)-5-(4-morpholinophenyl)-3H-imidazo[4,5-b]pyridin-2-yl)pyridin-2-amine NCC1=CC=C(C=C1)N1C(=NC=2C1=NC(=CC2)C2=CC=C(C=C2)N2CCOCC2)C=2C(=NC=CC2)N